CC1=CC=2N(C3=CC(=CC=C3C2C=C1)C)CCP(O)(O)=O (2-(2,7-dimethyl-9H-carbazol-9-yl)ethyl)phosphonic acid